C(C)N(S(=O)(=O)NC=1C(=C(C(=O)C2=CNC3=NC=C(C=C32)C#CC3=CC=C(C(=O)N)C=C3)C(=CC1)F)F)C 4-[2-[3-[3-[[ethyl(methyl)sulfamoyl]amino]-2,6-difluorobenzoyl]-1H-pyrrolo[2,3-b]pyridin-5-yl]ethynyl]benzamide